FC=1C=C(C=C(C1)F)[C@H]1N(OCC1)C(=O)[C@@H]1CC[C@H](CC1)CN1C=CC2=CC(=C(C=C12)C(=O)N)F trans-1-((4-((S)-3-(3,5-difluorophenyl)isoxazolidine-2-carbonyl)cyclohexyl)methyl)-5-fluoro-1H-indole-6-carboxamide